C1C(CC2=CC=CC=C12)NC1=NC=C(C=N1)C=1C(=NN(C1)CC(=O)O)OCC(=O)OCC 2-(4-{2-[(2,3-dihydro-1H-inden-2-yl)amino]pyrimidin-5-yl}-3-(2-ethoxy-2-oxoethoxy)-1H-pyrazol-1-yl)acetic acid